O1CC(C1)NC1=NC=C2N=C(N(C2=N1)C1CCC(CC1)C(=O)N)NC1=C(C=C(C=C1F)F)F (1s,4s)-4-(2-(oxetan-3-ylamino)-8-(2,4,6-trifluorophenylamino)-9H-purin-9-yl)cyclohexanecarboxamide